(1s,3s)-3-((5-(1-(2,2-difluoroethyl)-1H-benzo[d][1,2,3]triazol-6-yl)-7H-pyrrolo[2,3-d]pyrimidin-2-yl)amino)-N,N,1-trimethylcyclobutane-1-carboxamide FC(CN1N=NC2=C1C=C(C=C2)C2=CNC=1N=C(N=CC12)NC1CC(C1)(C(=O)N(C)C)C)F